ClC1=CC=CC(=N1)OCC1=CC=C(C(=N1)CCO)C#N 6-[(6-chloro-2-pyridyl)oxymethyl]-2-(2-hydroxyethyl)pyridine-3-carbonitrile